2-(3-ethyl-4-oxo-spiro[6,8-dihydro-5H-pyrazolo[4,3-c]azepine-7,4'-tetrahydropyran]-1-yl)ethyl 2-(5-methylisoxazol-3-yl)acetate CC1=CC(=NO1)CC(=O)OCCN1N=C(C=2C(NCC3(CCOCC3)CC21)=O)CC